(2-(azetidin-1-yl)-4-methylpyrimidin-5-yl)methanol N1(CCC1)C1=NC=C(C(=N1)C)CO